CN(CCCC(CCCC(=O)OC(CCC1CC2CCCCC2C1)CCC1CC2CCCCC2C1)CCCC(=O)OC(CCCCCCC)CCCCCCC)C 1-[1,5-bis(octahydro-1H-inden-2-yl)pentan-3-yl] 9-pentadecan-8-yl 5-[3-(dimethylamino) propyl]nonanedioate